O[C@@H](CNC(=O)[C@H](CCC(NC[C@@H]([C@H]([C@@H]([C@@H](CO)O)O)O)O)=O)NC(OC(C)(C)C)=O)[C@H]([C@@H]([C@@H](CO)O)O)O tert-butyl N-[(1S)-1,3-bis({[(2S,3R,4R,5R)-2,3,4,5,6-pentahydroxyhexyl]carbamoyl}) propyl]carbamate